N-(2-chloro-4-(1-(trifluoromethyl)cyclopropyl)phenyl)-2-(2-(1,3-dihydroisobenzofuran-5-yl)-5-ethyl-7-oxo-6-(piperazin-1-yl)-[1,2,4]triazolo[1,5-a]pyrimidin-4(7H)-yl)acetamide ClC1=C(C=CC(=C1)C1(CC1)C(F)(F)F)NC(CN1C=2N(C(C(=C1CC)N1CCNCC1)=O)N=C(N2)C=2C=C1COCC1=CC2)=O